NC1=C2C(=NC(=N1)Cl)N(N=C2)CC=2C=CC(=C(C2)CCN2C(C=CC(=C2)CO)=O)Br 1-(5-((4-amino-6-chloro-1H-pyrazolo[3,4-d]pyrimidin-1-yl)methyl)-2-bromophenyl-ethyl)-5-(hydroxymethyl)pyridin-2(1H)-one